ClC=1C(=NC=CC1C1=NC(=C(C=C1)CNCCO)OC)C1=C(C(=CC=C1)NC1=NC=CC(=C1F)CNCCCF)Cl 2-(((3'-chloro-2'-(2-chloro-3-((3-fluoro-4-(((3-fluoropropyl)amino)methyl)pyridin-2-yl)amino)phenyl)-6-methoxy-[2,4'-bipyridin]-5-yl)methyl)amino)ethan-1-ol